Bis(aminodecyl)tetramethyl-disiloxane NCCCCCCCCCC[Si](O[Si](C)(C)C)(C)CCCCCCCCCCN